FC=1C=C2C(NN=C(C2=CC1F)C(C)N(C(=O)C=1C=C2CCCC2=CC1)C)=O N-(1-(6,7-difluoro-4-oxo-3,4-dihydrophthalazin-1-yl)ethyl)-N-methyl-2,3-dihydro-1H-indene-5-carboxamide